(R)-N-(4-((4-((5-chloro-4-methoxypyrimidin-2-yl)amino)-2-oxopyrrolidin-1-yl)methyl)phenyl)acrylamide ClC=1C(=NC(=NC1)N[C@@H]1CC(N(C1)CC1=CC=C(C=C1)NC(C=C)=O)=O)OC